3-(4-acetylpiperazin-1-yl)-1-(4-acryloylpiperazin-1-yl)-6-(naphthalen-1-yl)-5,6,7,8-tetrahydro-2,6-naphthyridine-4-carbonitrile C(C)(=O)N1CCN(CC1)C=1N=C(C=2CCN(CC2C1C#N)C1=CC=CC2=CC=CC=C12)N1CCN(CC1)C(C=C)=O